C(C)(C)(C)OC(=O)ON1C(CCC1=O)=O 1-[(tert-butoxycarbonyl)oxy]pyrrolidine-2,5-dione